C(C1CO1)N(C1=CC=C(C=C1)OCC1CO1)CC1CO1 N,N-Diglycidyl-4-glycidyloxy-anilin